(S)-3-(4-(2-cyclohexyl-2-(3-((dimethylamino)methyl)isoxazole-4-carboxamido)acetamido)phenyl)-2,4-dimethylpyridine 1-oxide C1(CCCCC1)[C@@H](C(=O)NC1=CC=C(C=C1)C=1C(=[N+](C=CC1C)[O-])C)NC(=O)C=1C(=NOC1)CN(C)C